N1=C(C=C(C=C1)C(=O)O)C1=NC(=CC(=C1)C(=O)O)C1=NC=CC(=C1)C(=O)O [2,2':6',2''-terpyridine]-4,4',4''-tricarboxylic acid